CC1=CC2=C(N3C(C(OC2)C)=NN=C3C)S1 2,6,9-trimethyl-4H,6H-thieno[2,3-e][1,2,4]triazolo[3,4-c][1,4]oxazepine